(pyridin-5-yl)pyrazolo[1,5-a]pyridine N1=CC=CC(=C1)C1=NN2C(C=CC=C2)=C1